(R)-3-(4-(4-(1-((R)-2,2-difluoropent-3-yl)-1H-pyrazol-4-yl)pyrazolo[1,5-a]pyrazin-6-yl)-1H-pyrazol-1-yl)propane-1,2-diol FC(C)([C@@H](CC)N1N=CC(=C1)C=1C=2N(C=C(N1)C=1C=NN(C1)C[C@H](CO)O)N=CC2)F